C(C1=CC=CC=C1)OC(=O)N[C@@H](C(=O)OCC1=CC=CC=C1)CNC(C1=CC(=C(C=C1)F)C=1C(=NN(C1C)C)C)=O (2R)-benzyl 2-(((benzyloxy)carbonyl)amino)-3-(4-fluoro-3-(1,3,5-trimethyl-1H-pyrazol-4-yl)benzamido)propanoate